CC(C(CNC(=O)[C@H]1C[C@H](CC1)C(=O)O)=O)(C)C cis-3-((3,3-dimethyl-2-oxobutyl)carbamoyl)cyclopentane-1-carboxylic acid